C(C)C1(C(C(C2C1C1=NNC=C1O2)C2=CC=CC=C2)C(=O)N)CC diethyl-5-phenyl-2,4a,5,6,7,7a-hexahydrocyclopenta[4,5]furo[3,2-c]pyrazole-6-carboxamide